5-((2-methyl-1H-imidazol-1-yl)methylfuran-2-yl)-N-phenylmethanimine oxide CC=1N(C=CN1)CC1=C(OC=C1)C=1C=CC=C(C1)[N+](=C)[O-]